C(C1=CC=CC=C1)N1N=CC(=C1)C=1C(=CC(N(C1)C)=O)C1=C(C=CC=C1)Cl 5-(1-benzyl-1H-pyrazol-4-yl)-4-(2-chlorophenyl)-1-methylpyridin-2(1H)-one